C(C=C)N1C(C2=NC(=CC=C2C1=O)NC1=NC=C(C(=N1)N[C@H](CO)C1=CC=CC=C1)C1=NC2(CO1)CCOCC2)(C)C (S)-6-allyl-2-((4-((2-hydroxy-1-phenylethyl)amino)-5-(3,8-dioxa-1-azaspiro[4.5]dec-1-en-2-yl)pyrimidin-2-yl)amino)-7,7-dimethyl-6,7-dihydro-5H-pyrrolo[3,4-b]pyridin-5-one